2,3-dihydro-1H-indenone C1(CCC2=CC=CC=C12)=O